C[N+](C1=CC=CC=C1)(C1=CC=CC=C1)C1=CC=CC=C1 N-methyl-N,N-diphenyl-anilinium